FC1=CC=C(C=C1)CCC1(OCCO1)CC1=NC(=NO1)OC 5-[[2-[2-(4-fluorophenyl)ethyl]-1,3-dioxolan-2-yl]methyl]-3-methoxy-1,2,4-oxadiazole